4-((1-(methylsulfonyl)indolin-7-yl)amino)pyrimidine-5-carboxylic acid methyl ester COC(=O)C=1C(=NC=NC1)NC=1C=CC=C2CCN(C12)S(=O)(=O)C